4-(1-menthoxymethyl)-2-(3'-methoxy-4'-hydroxyphenyl)-1,3-dioxolane C1(CC(C(CC1)C(C)C)OCC1OC(OC1)C1=CC(=C(C=C1)O)OC)C